C(C)OC(=O)C1N(C(=NC12C(N(C1=CC=CC=C21)C(C)=O)=O)C2=CC=CC=C2)C2=CC=CC=C2 1'-acetyl-2'-oxo-1,2-diphenyl-1,5-dihydrospiro[imidazole-4,3'-indoline]-5-carboxylic acid ethyl ester